9-methylpyrido[3',4':4,5]pyrimido[1,2-a]indol-5(11H)-one CC1=CC=2CC=3N(C2C=C1)C(C1=C(N3)C=NC=C1)=O